2-amino-N-((1S,2S)-[1,1'-bi(cyclopropyl)]-2-yl)-3-methyl-N-((5-(trifluoromethyl)-2-pyridinyl)methyl)-6-quinolinecarboxamide NC1=NC2=CC=C(C=C2C=C1C)C(=O)N(CC1=NC=C(C=C1)C(F)(F)F)[C@@H]1[C@@H](C1)C1CC1